C(#N)C(CCOC1=C(C=CC=C1)N1C=NC(=C1)C(=O)O)CCC 1-(3-cyano-4-ethylbutoxy-phenyl)-imidazole-4-formic acid